5-(4-piperazin-1-ylphenyl)-1H-pyrrolo[2,3-b]pyridine N1(CCNCC1)C1=CC=C(C=C1)C=1C=C2C(=NC1)NC=C2